C(CON=C(N)N)[C@@H](C(=O)[O-])[NH3+] The molecule is l-Canavanine in zwitterionic form. It is a conjugate base of a L-canavanine(1+). It is a tautomer of a L-canavanine.